2-(7-fluoro-chroman-4-yl)-N-(3-sulfamoyl-phenyl)-4-(trifluoromethyl)benzamide FC1=CC=C2C(CCOC2=C1)C1=C(C(=O)NC2=CC(=CC=C2)S(N)(=O)=O)C=CC(=C1)C(F)(F)F